2-((4-(5-(4-chlorophenyl)-4-methyl-1H-imidazol-2-yl)phenoxy)methyl)thiazole ClC1=CC=C(C=C1)C1=C(N=C(N1)C1=CC=C(OCC=2SC=CN2)C=C1)C